5-methoxymethoxy-3,4,6-trimethyl-2-pyridinecarboxylic acid COCOC=1C(=C(C(=NC1C)C(=O)O)C)C